4''-chloro-2''-fluoro-2',3',4',5'-tetrahydro-[1,1':4',1''-terphenyl]-2-amine ClC1=CC(=C(C=C1)C1CCC(=CC1)C=1C(=CC=CC1)N)F